2-((1R,5S,6R)-3-(2-carbamoyl-5-((S)-2-methylazetidin-1-yl)pyrido[3,4-b]pyrazin-7-yl)-3-azabicyclo[3.1.0]hexan-6-yl)acetic acid C(N)(=O)C=1N=C2C(=NC1)C(=NC(=C2)N2C[C@@H]1C([C@@H]1C2)CC(=O)O)N2[C@H](CC2)C